C[C@@H](C(=O)O)NC(=O)[C@@H](C)O[C@H]1[C@@H]([C@H](OC([C@@H]1NC(=O)C)O)CO)O The molecule is an L-alanine derivative consisting of an N-acetyl-D-muramoyl group attached to L-alanine via an amide linkage. It is a glyco-amino acid and a L-alanine derivative. It is a conjugate acid of a N-acetyl-D-muramoyl-L-alaninate.